6-(3-(1,4-dimethyl-1H-pyrazol-3-yl)phenyl)-6-methoxy-2-morpholino-N-(pyridin-4-yl)pyrimidin-4-amine CN1N=C(C(=C1)C)C=1C=C(C=CC1)C1(C=C(N=C(N1)N1CCOCC1)NC1=CC=NC=C1)OC